6-chloro-4-((2-(difluoromethoxy)-3-(1-methyl-1H-pyrazol-4-yl)phenyl)amino)-N-methoxynicotinamide ClC1=NC=C(C(=O)NOC)C(=C1)NC1=C(C(=CC=C1)C=1C=NN(C1)C)OC(F)F